4-(6-(5,6-Dimethoxypyridin-3-yl)-4-methylquinazolin-8-yl)-N-(2-(dimethylamino)ethyl)-N-methylbenzamide COC=1C=C(C=NC1OC)C=1C=C2C(=NC=NC2=C(C1)C1=CC=C(C(=O)N(C)CCN(C)C)C=C1)C